6-(5-(benzyloxy)pentoxy)-[1,2,4]triazolo[4,3-a]pyridin-3(2H)-one C(C1=CC=CC=C1)OCCCCCOC=1C=CC=2N(C1)C(NN2)=O